(4R)-4-benzyl-3-[(2E)-3-(4-fluorophenyl)prop-2-enyl]-1,3-oxazolidin-2-one C(C1=CC=CC=C1)[C@H]1N(C(OC1)=O)C\C=C\C1=CC=C(C=C1)F